FC1(CCC(CC1)NC(C(C=1C=NC=C(C1)F)N(C(=O)[C@@H]1N(C[C@H](C1)S(=O)(=O)C)C(=O)OC(C)(C)C)C1=CC=C(C=C1)S(F)(F)(F)(F)F)=O)F tert-butyl (2R,4S)-2-[[2-[(4,4-difluorocyclohexyl)amino]-1-(5-fluoro-3-pyridyl)-2-oxo-ethyl]-[4-(pentafluoro-λ6-sulfanyl)phenyl]carbamoyl]-4-methylsulfonyl-pyrrolidine-1-carboxylate